N[C@@H]1[C@@H](C2=CC=CC=C2C1)NC(=O)C1=CN(CCS1)C1=C2C(=NC=C1)NC=C2C N-((1R,2S)-2-amino-2,3-dihydro-1H-inden-1-yl)-4-(3-methyl-1H-pyrrolo[2,3-b]pyridin-4-yl)-3,4-dihydro-2H-1,4-thiazine-6-carboxamide